2-methoxy-phenyl-triazine COC1=C(C=CC=C1)C1=NN=NC=C1